CO[Si](CCCCCC[Si](C)(C)OC)(C)C 1,6-bis(methoxydimethylsilyl)hexane